C1(CC1)O[C@@H]1[C@H](C[C@@H](OC1)C(=O)N1[C@H](C2=CC=CC=C2CC1)C1=CC=C(C=C1)F)O ((2R,4S,5S)-5-cyclopropyloxy-4-hydroxytetrahydro-2H-pyran-2-yl)((S)-1-(4-fluorophenyl)-3,4-dihydroisoquinolin-2(1H)-yl)methanone